N-(4-((4-(2-(4-chlorophenyl)imidazo[1,2-a]pyridin-3-yl)-1H-1,2,3-triazol-1-yl)methyl)phenyl)acetamide ClC1=CC=C(C=C1)C=1N=C2N(C=CC=C2)C1C=1N=NN(C1)CC1=CC=C(C=C1)NC(C)=O